O1COC2=C1C=CC(=C2)CNCCC2=C(C=C(C(=C2)OC)I)OC N-(1,3-benzodioxolan-5-ylmethyl)-2-(4-iodo-2,5-dimethoxyphenyl)ethylamine